ClC1=C(C(=O)O)C=CC=C1N1C[C@H](CC1)O 2-chloro-3-[(3S)-3-hydroxypyrrolidin-1-yl]benzoic acid